C1(=CC=C(C=C1)NC1=NC(=CC(=N1)C(=O)O)NC(C)(CC(C)(C)C)C)C 2-(p-tolylamino)-6-((2,4,4-trimethylpentan-2-yl)amino)pyrimidine-4-carboxylic acid